(E)-3-(1-hydroxy-4,4-dimethylcyclohexyl)acrolein OC1(CCC(CC1)(C)C)/C=C/C=O